ClC=1C(=C(C(=O)O)C=CC1C(F)(F)F)N1C(CCCC1)=O 3-chloro-2-(2-oxopiperidin-1-yl)-4-(trifluoromethyl)benzoic acid